[Co+2].P(=O)([O-])([O-])[O-].[V+5].[Li+] lithium vanadium phosphate cobalt